((S)-2-((S)-2-(4-chlorophenyl)propanamido)-3,3-dimethylbutanoyl)-D-glutamic acid ClC1=CC=C(C=C1)[C@@H](C(=O)N[C@H](C(=O)N[C@H](CCC(=O)O)C(=O)O)C(C)(C)C)C